trimethoxyvinyltrimethoxysilane COC(=C(OC)OC)[Si](OC)(OC)OC